4-(((R)-2-(aminomethyl)pyrrolidin-1-yl)-6-methylquinazolin-2-yl)-1-(cyclopropylimino)-2,3,4,5-tetrahydrobenzo[f][1,4]thiazepine NC[C@@H]1N(CCC1)C1=NC(=NC2=CC=C(C=C12)C)N1CCS(C2=C(C1)C=CC=C2)=NC2CC2